tert-butyl 2-(4-(3-(2,4-dioxotetrahydropyrimidin-1(2H)-yl)-1-methyl-1H-indazol-6-yl)piperidin-1-yl)acetate O=C1N(CCC(N1)=O)C1=NN(C2=CC(=CC=C12)C1CCN(CC1)CC(=O)OC(C)(C)C)C